C1(CC1)N1C=2C(NC(=NC2NCC1)N)=O 5-cyclopropyl-7,8-dihydropterin